[F-].C(CC)[NH+]1CC(CCC1)CCCC 1-propyl-3-butylpiperidinium fluoride salt